CC1=NC=C2C=C(C(=NC2=C1)N)O[C@@H](C)C1=C(C=C2C(=N1)NN=C2)N2N=CC=C2 7-methyl-3-{(1S)-1-[5-(1H-pyrazol-1-yl)-1H-pyrazolo[3,4-b]pyridin-6-yl]ethoxy}-1,6-naphthyridin-2-amine